N[C@@H]1C[C@@H](CC12CCN(CC2)C=2C(N(C(=CN2)SC2=C(C(=CC=C2)Cl)Cl)C)=O)C 3-((1R,3R)-1-Amino-3-methyl-8-azaspiro[4.5]decan-8-yl)-6-((2,3-dichlorophenyl)thio)-1-methylpyrazin-2(1H)-on